ClC(=C(F)F)CCl 2,3-Dichloro-1,1-difluoropropene